N-isopropyl-2,3-dihydro-1H-pyrrolo[3,4-c]pyridine-6-carboxamide C(C)(C)NC(=O)C1=CC2=C(C=N1)CNC2